2-((2-(4-fluorophenyl)-3-((4-fluorophenyl)amino)-8,8-dimethyl-5,6-dihydroimidazo[1,2-a]pyrazin-7(8H)-yl)sulfonyl)ethan-1-ol FC1=CC=C(C=C1)C=1N=C2N(CCN(C2(C)C)S(=O)(=O)CCO)C1NC1=CC=C(C=C1)F